(3S,3aR,8aS)-3-butyl-5-hydroxy-3,3a,8a-trimethyl-3,3a,8,8a-tetrahydro-2H-furo[2,3-b]indole-2-one C(CCC)[C@@]1(C(O[C@@]2(NC3=CC=C(C=C3[C@@]21C)O)C)=O)C